CN1N=CC2=CC(=CC=C12)C1CCC(CC1)OC[C@@H]1CN(CC[C@@H]1NS(=O)(=O)C)C(=O)C1=CN=CS1 N-((3R,4S)-3-((((1s,4S)-4-(1-methyl-1H-indazol-5-yl)cyclohexyl)oxy)methyl)-1-(thiazole-5-carbonyl)piperidin-4-yl)methanesulfonamide